N2,N6-dimethylpyridine-2,6-dicarboxamide CNC(=O)C1=NC(=CC=C1)C(=O)NC